5-bromo-2-isopropyl-2H-pyrazolo[3,4-b]pyridine BrC1=CC=2C(N=C1)=NN(C2)C(C)C